C12CN(CC2C1)C1=NC2=C(C=C(C=C2C(N1C)=O)C)[C@H](C)NC1=C(N=C(S1)Cl)C(=O)O 5-(((1S)-1-(2-(3-azabicyclo[3.1.0]hexan-3-yl)-3,6-dimethyl-4-oxo-3,4-dihydroquinazolin-8-yl)ethyl)amino)-2-chlorothiazole-4-carboxylic acid